ClC1=CC2=C(OCC(N2)=O)C(=C1C1=NC2=C(N1C[C@H]1CN(CCO1)C(CC)=O)C=CC(=C2)C)F (S)-6-Chloro-8-fluoro-7-(5-methyl-1-((4-propionylmorpholin-2-yl)methyl)-1H-benzo[d]imidazole-2-yl)-2H-benzo[b][1,4]oxazin-3(4H)-one